N-(5-chloro-6-(2H-1,2,3-triazol-2-yl)pyridin-3-yl)-3-methyl-2-(1-oxo-1,2-dihydroisoquinolin-5-yl)isonicotinamide ClC=1C=C(C=NC1N1N=CC=N1)NC(C1=C(C(=NC=C1)C1=C2C=CNC(C2=CC=C1)=O)C)=O